C12C3C4C=CC(C3CC2C2C=CC1C2)C4 pentacyclo[7.4.0.13,6.110,13.02,7]pentadeca-4,11-diene